Tert-butyl (3S,4S)-4-((3-(1-(2,6-dioxopiperidin-3-yl)-3-methyl-2-oxo-2,3-dihydro-1H-benzo[d]imidazol-4-yl)prop-2-yn-1-yl)oxy)-3-fluoropiperidine-1-carboxylate O=C1NC(CCC1N1C(N(C2=C1C=CC=C2C#CCO[C@@H]2[C@H](CN(CC2)C(=O)OC(C)(C)C)F)C)=O)=O